FC1=C(C(=CC(=C1)C1CCNCC1)F)C1C(NC(CC1)=O)=O 3-(2,6-difluoro-4-(piperidin-4-yl)phenyl)piperidine-2,6-dione